CNC(O[C@@H]1CC[C@H](CC1)C(N(C1=CC(=CC=C1)C1=CN=C(S1)C1CC1)C[C@@H]1CC[C@H](CC1)C1=NC(=C(C=C1)OC)C#N)=O)=O trans-4-(((trans-4-(6-Cyano-5-methoxypyridin-2-yl)cyclohexyl)methyl) (3-(2-cyclopropylthiazol-5-yl)phenyl) carbamoyl)cyclohexyl methylcarbamate